5-amino-3,4-dihydro-1H-isoquinoline-2-carboxylic acid tert-butyl ester C(C)(C)(C)OC(=O)N1CC2=CC=CC(=C2CC1)N